(R)-1-((4-(N,N-diethylsulfamoyl)phenyl)sulfonyl)-N-((1s,4S)-4-methoxycyclohexyl)piperidine-3-carboxamide C(C)N(S(=O)(=O)C1=CC=C(C=C1)S(=O)(=O)N1C[C@@H](CCC1)C(=O)NC1CCC(CC1)OC)CC